2-butyl-7-[2-[4-[(dimethylamino)methyl]phenyl]ethylsulfanyl]-6-methyl-1H-imidazo[4,5-c]pyridin-4-amine C(CCC)C=1NC2=C(C(=NC(=C2SCCC2=CC=C(C=C2)CN(C)C)C)N)N1